OC(C=1C=C(C=CC1)NC(=O)C=1N(N=C(C1)C(F)(F)F)C1=CC(=CC=C1)C#N)C1=CC2=CC=CC=C2C=C1 2-(3-Cyano-phenyl)-5-trifluoromethyl-2H-pyrazole-3-carboxylic acid [3-(hydroxy-naphthalen-2-yl-methyl)-phenyl]amide